Cl.ClC1=C(C(=O)NC2=C3C=NN(C3=CC=C2)C=2C=NC(=CC2)COCC)C=C(C=C1)CNC(C(C)(C)C)=O 2-Chloro-5-{[(2,2-dimethylpropanoyl)amino]methyl}-N-{1-[6-(ethoxymethyl)pyridin-3-yl]-1H-indazole-4-yl}benzamide hydrochloride